NC1=CC=NN1C1=NN=C(S1)NC(=O)C1=CC(=C(C(O1)=O)O[C@@H]1C[C@@H](CCC1)OC)C1=NC=CC=C1OC N-(5-(5-amino-1H-pyrazol-1-yl)-1,3,4-thiadiazol-2-yl)-3-(((1S,3R)-3-methoxycyclohexyl)oxy)-4-(3-methoxypyridin-2-yl)-2-oxo-2H-pyran-6-carboxamide